1-(4-methoxybenzyl)-5-(methylamino)-6-oxo-1,6-dihydropyridazine-4-carbonitrile COC1=CC=C(CN2N=CC(=C(C2=O)NC)C#N)C=C1